(S)-1-(1-(2-(benzo[d][1,3]dioxol-5-ylamino)-5-methylpyrimidin-4-yl)-1H-pyrazol-4-yl)-3-(1-(3-chlorophenyl)-2-hydroxyethyl)urea O1COC2=C1C=CC(=C2)NC2=NC=C(C(=N2)N2N=CC(=C2)NC(=O)N[C@H](CO)C2=CC(=CC=C2)Cl)C